ClCC=1N=CSC1 4-(chloromethyl)thiazole